(S)-5-fluoro-N,N-diisopropyl-2-((4-(3-((7-(trifluoromethanesulfonamido)-2-azaspiro[3.5]nonan-2-yl)methyl)pyrrolidin-1-yl)pyrimidin-5-yl)oxy)benzamide FC=1C=CC(=C(C(=O)N(C(C)C)C(C)C)C1)OC=1C(=NC=NC1)N1C[C@@H](CC1)CN1CC2(C1)CCC(CC2)NS(=O)(=O)C(F)(F)F